2-methyl-3-(para-tertbutylphenyl)propionaldehyde CC(C=O)CC1=CC=C(C=C1)C(C)(C)C